N-(6-(dimethylamino)hexyl)-6-[131I]iodopyridazine-3-carboxamide CN(CCCCCCNC(=O)C=1N=NC(=CC1)[131I])C